(R)-1-((trans)-4-(6-fluoroquinolin-4-yl)cyclohexyl)propan-2-amine hydrochloride Cl.FC=1C=C2C(=CC=NC2=CC1)[C@@H]1CC[C@H](CC1)C[C@@H](C)N